O[C@H]1C(COC1)NC1=NC=C2N=C(N(C2=N1)C1CCC(CC1)C(=O)N)NC1=C(C=C(C=C1F)F)F (1s,4s)-4-(2-(4-hydroxytetrahydrofuran-3-ylamino)-8-(2,4,6-trifluorophenylamino)-9H-purin-9-yl)cyclohexanecarboxamide